2-(1-[7-methoxy-2-(morpholin-4-yl)-4-oxo-3,4-dihydroquinazolin-8-yl]ethylamino)benzoic acid COC1=CC=C2C(NC(=NC2=C1C(C)NC1=C(C(=O)O)C=CC=C1)N1CCOCC1)=O